ClC(=O)SCl chloro(chlorosulfanyl)methanone